C(\C=C/C(=O)O)(=O)OC(C(=C)O)=O α-hydroxyacrylic acid-maleic anhydride